N-[(3-bromo-1-{2-[(tert-butoxycarbonyl)amino]ethyl}-1H-pyrazol-5-yl)methyl]-N,N-diethylethanaminium methanesulfonate CS(=O)(=O)[O-].BrC1=NN(C(=C1)C[N+](CC)(CC)CC)CCNC(=O)OC(C)(C)C